N1(N=CC=C1)C1=CC=C(CN2C(C3=C(C(=C2)C(=O)N[C@H]2COCC[C@@H]2O)N=CN3C)=O)C=C1 5-(4-(1H-pyrazol-1-yl)benzyl)-N-((3S,4S)-4-hydroxytetrahydro-2H-pyran-3-yl)-3-methyl-4-oxo-4,5-dihydro-3H-imidazo[4,5-c]pyridine-7-carboxamide